OCC1=CC=C(C=N1)C=1C=NC=CC1 6'-(hydroxymethyl)-[3,3'-bipyridine]